CN1CCNCC(NCCCCN(C(CNCCC1)C)C)CC(F)(F)F 7,13,14-trimethyl-2-(2,2,2-trifluoroethyl)-1,4,7,11,14-pentaazacyclooctadecane